C1(CCCCC1)C1C[C@H](N(C1)S(=O)(=O)N1CCS(CC1)(=O)=O)CO 4-(((2S)-4-cyclohexyl-2-(hydroxymethyl)pyrrolidin-1-yl)sulfonyl)thiomorpholine 1,1-dioxide